BrC1=CC(=C(C(=O)N2COC3=C(C2)C=CC=C3C3=CC(=C(C(=O)OC)C=C3F)N3CCOCC3)C=C1)Cl Methyl 4-[3-(4-bromo-2-chlorobenzoyl)-2,4-dihydro-1,3-benzoxazin-8-yl]-5-fluoro-2-morpholin-4-ylbenzoate